FC=1C=2N(C=C(C1)NC(=O)C1=CC=C(C3=CN(N=C13)C1CC3(COC3)C1)N1CCNCC1)C=C(N2)C N-{8-fluoro-2-methylimidazo[1,2-a]pyridin-6-yl}-2-{2-oxaspiro[3.3]heptan-6-yl}-4-(piperazin-1-yl)indazole-7-carboxamide